3,5-diamino-3-methylheptane NC(CC)(CC(CC)N)C